2-ETHYL-PYRIDINE 1-OXIDE C(C)C1=[N+](C=CC=C1)[O-]